(6-chloro-5-fluoropyridin-3-yl)-boronic acid ClC1=C(C=C(C=N1)B(O)O)F